BrCC1=C(C=C(C(=C1)CBr)CBr)CBr 1,2,4,5-Tetrakis(bromomethyl)benzen